C(C)OC(=O)C1=CC=NC2=CC=C(C=C12)N1CC(C1)C1=CC=C(C=C1)C 6-(3-(p-tolyl)azetidin-1-yl)quinoline-4-carboxylic acid ethyl ester